OC1=CC=C(OC1=O)C(=O)N 5-hydroxy-6-oxo-pyran-2-carboxamide